N-(1-(azetidin-3-yl)-2,2,2-trifluoroethyl)-2-methylpropane-2-sulfinamide N1CC(C1)C(C(F)(F)F)NS(=O)C(C)(C)C